FC12CC(C1)(C2)NC(C(=O)NC(C(N[C@@H](C[C@H]2C(NCC2)=O)C(COC(F)(F)F)=O)=O)CC2CCOCC2)=O N1-(3-fluorobicyclo[1.1.1]pentan-1-yl)-N2-(1-oxo-1-(((S)-3-oxo-1-((S)-2-oxopyrrolidin-3-yl)-4-(trifluoromethoxy)butan-2-yl)amino)-3-(tetrahydro-2H-pyran-4-yl)propan-2-yl)oxalamide